O[C@]1(CN2[C@H](CO1)CNCC2)C=2C(NC(=CC2)C(F)(F)F)=O 3-[(3R,9aS)-3-hydroxy-4,6,7,8,9,9a-hexahydro-1H-pyrazino[2,1-c][1,4]oxazin-3-yl]-6-(trifluoromethyl)-1H-pyridin-2-one